NC(COC(CN)C)C 2-(2-aminopropoxy)propan-1-amin